N(=[N+]=[N-])C1CN(C2=C(C=CC=C12)C)S(=O)(=O)C1=CC=C(C=C1)C 3-azido-7-methyl-1-(4-methylbenzenesulfonyl)indoline